OB(CCCCC1(NCCCC1)C(=O)O)O 2-(4-dihydroxyboryl-butyl)piperidine-2-carboxylic acid